CC1=CC=C2C(NC(NC2=C1)=O)=O 7-methyl-1,2,3,4-tetrahydroquinazoline-2,4-dione